C1=CC=CC=2C3=CC=CC=C3C(C12)COC(=O)N[C@H](C(=O)OC)CC1=C(NC2=CC=CC=C12)SC1=CC=C(C=C1)C#N Methyl (S)-2-((((9H-fluoren-9-yl)methoxy)carbonyl)amino)-3-(2-((4-cyanophenyl)thio)-1H-indol-3-yl)propanoate